2-(morpholin-4-yl)tetradecanoic acid N1(CCOCC1)C(C(=O)O)CCCCCCCCCCCC